C(#C)C1=CC=C(C=NNC2=CC=C(C(=O)O)C=C2)C=C1 4-(2-(4-ethynylbenzylidene)hydrazino)benzoic acid